C(C)C(CCC)OC=1SC2=C(N1)C=CC=C2 2-(1-ethylbutoxy)-1,3-benzothiazole